1,3-bis(4-aminophenyl)benzene NC1=CC=C(C=C1)C1=CC(=CC=C1)C1=CC=C(C=C1)N